C(C)(C)N(C(=O)C1=C(C=CC(=C1)F)N1C=C(C=2C1=CN=CC2F)C(=O)C2CCN(CC2)C(=O)[C@H]2N([C@@H]1CC[C@H]2C1)C(=O)OC(C)(C)C)C(C)C tert-butyl (1R,3S,4S)-3-(4-(1-(2-(diisopropylcarbamoyl)-4-fluorophenyl)-4-fluoro-1H-pyrrolo[2,3-c]pyridine-3-carbonyl)piperidine-1-carbonyl)-2-azabicyclo[2.2.1]heptane-2-carboxylate